benzyl (S)-2-(cyanomethyl)-4-(2-(((S)-4,4-difluoro-1-methylpyrrolidin-2-yl)methoxy)-7-(naphthalen-1-yl)-5,6,7,8-tetrahydropyrido[3,4-d]pyrimidin-4-yl)piperazine-1-carboxylate C(#N)C[C@@H]1N(CCN(C1)C=1C2=C(N=C(N1)OC[C@H]1N(CC(C1)(F)F)C)CN(CC2)C2=CC=CC1=CC=CC=C21)C(=O)OCC2=CC=CC=C2